CNC(=O)C1=CSC=2C1=NC(=CC2C(F)(F)F)N2CCC1(CN(C1)C1=NC=CC(=N1)C)CC2 n-methyl-5-[2-(4-methylpyrimidin-2-yl)-2,7-diazaspiro[3.5]non-7-yl]-7-(trifluoromethyl)thieno[3,2-b]pyridine-3-carboxamide